(1S,2R,5R)-3-(2-(2-amino-3-chloro-5-fluoroquinolin-7-yl)ethyl)-5-(4-amino-7H-pyrrolo[2,3-d]pyrimidin-7-yl)-2-methylcyclopent-3-ene-1,2-diol NC1=NC2=CC(=CC(=C2C=C1Cl)F)CCC=1[C@]([C@H]([C@@H](C1)N1C=CC2=C1N=CN=C2N)O)(O)C